(dichloroboryl)ethane ClB(Cl)CC